(4S)-1-((3-(4-(1-(2,6-dioxopiperidin-3-yl)-2-oxo-1,2-dihydrobenzo[cd]indol-6-yl)-1,4-diazepane-1-carboxamido)benzyl)sulfonyl)-2,2-dimethylpiperidin O=C1NC(CCC1N1C(C2=C3C(C(=CC=C13)N1CCN(CCC1)C(=O)NC=1C=C(CS(=O)(=O)N3C(CCCC3)(C)C)C=CC1)=CC=C2)=O)=O